C1(CCCC1)C1=C(C=C(C=C1O)\C=C\C1=C(C=CC=C1)Cl)O (E)-2-cyclopentyl-5-(2-chlorostyryl)-1,3-benzenediol